N(=[N+]=[N-])CCOC=1C=C2CCC(C2=CC1)NCCCC1=CC=CC=C1 5-(2-azidoethoxy)-N-(3-phenylpropyl)-2,3-dihydro-1H-inden-1-amine